1-(1-(tertbutyl)-3-(4-chloro-3-fluorophenyl)-1H-pyrrolo[2,3-b]pyridine-6-carbonyl)-1,4-diazepan C(C)(C)(C)N1C=C(C=2C1=NC(=CC2)C(=O)N2CCNCCC2)C2=CC(=C(C=C2)Cl)F